N1CC(=CC1)C1=NN=C(O1)[C@@]12CN(C[C@]2(C1)C(F)(F)F)C1=C2C=CC=NC2=C(C=C1)C#N 5-((1S,5R)-1-(5-(2,5-dihydro-1H-pyrrol-3-yl)-1,3,4-oxadiazol-2-yl)-5-(trifluoromethyl)-3-azabicyclo[3.1.0]hex-3-yl)quinoline-8-carbonitrile